4-[4-(4-methoxyphenylthio)benzoyl]benzophenone COC1=CC=C(C=C1)SC1=CC=C(C(=O)C2=CC=C(C(=O)C3=CC=CC=C3)C=C2)C=C1